2-[4-[5-[(2,6-dioxo-3-piperidinyl)amino]-3-fluoro-2-pyridinyl]-1-piperidinyl]acetic acid tert-butyl ester C(C)(C)(C)OC(CN1CCC(CC1)C1=NC=C(C=C1F)NC1C(NC(CC1)=O)=O)=O